COC(=O)C1CC=2C=3C(=NCC(NC3SC2C1)=O)C1=CC(=CC(=C1)F)F 13-(3,5-difluorophenyl)-10-oxo-7-thia-9,12-diazatricyclo-[6.5.0.02,6]Tridec-1(8),2(6),12-triene-4-carboxylic acid methyl ester